NC([C@H](C[C@H]1C(NCCC1)=O)NC([C@H](CC1CC1)NC([C@H](CC1=CC=CC2=CC=CC=C12)NC(=O)C1=NC=CN=C1)=O)=O)=O N-[(1S)-2-[[(1S)-2-[[(1S)-2-amino-2-oxo-1-[[(3S)-2-oxo-3-piperidyl]methyl]ethyl]amino]-1-(cyclopropylmethyl)-2-oxo-ethyl]amino]-1-(1-naphthylmethyl)-2-oxo-ethyl]pyrazine-2-carboxamide